(5S)-N-[4-chloro-2-[[(1S)-3-(methylamino)-1-[[(3S,5R)-5-methyl-2-oxo-pyrrolidin-3-yl]methyl]-2,3-dioxo-propyl]carbamoyl]phenyl]-3-methyl-2-oxo-oxazolidine-5-carboxamide ClC1=CC(=C(C=C1)NC(=O)[C@@H]1CN(C(O1)=O)C)C(N[C@H](C(C(=O)NC)=O)C[C@H]1C(N[C@@H](C1)C)=O)=O